tert-butyl-((2-(benzylthio)-6-nitrophenyl) amino) piperidine-1-carboxylate N1(CCCCC1)C(=O)ON(C1=C(C=CC=C1[N+](=O)[O-])SCC1=CC=CC=C1)C(C)(C)C